Cl.FC=1C=CC(=NC1)C(OC=1C=2N(C=C(C1)C=1N=NN(C1C)C1CCNCC1)N=CC2C#N)C2(CC2)C(F)(F)F 4-[(5-fluoro-2-pyridyl)-[1-(trifluoromethyl)cyclopropyl]methoxy]-6-[5-methyl-1-(4-piperidyl)triazol-4-yl]pyrazolo[1,5-a]pyridine-3-carbonitrile HCl